CN(C)CC1CN(C1)C1=CC=C(N=N1)N 6-(3-Dimethylaminomethyl-azetidin-1-yl)-pyridazin-3-ylamine